O1CCN(CC1)CC=1C=CC2=C(N=CO2)C1 5-(morpholinomethyl)benzo[d]oxazol